6-[2-(trifluoromethyl)-1-piperidyl]-1H-pyridin-2-one FC(C1N(CCCC1)C1=CC=CC(N1)=O)(F)F